FC1=CC=C(OC2=CN=C(S2)NC([C@H](C)N2CC(N(CC2)C(=O)C2=CC=[N+](C=C2)[O-])(C)C)=O)C=C1 (S)-4-(4-(1-((5-(4-fluorophenoxy)thiazol-2-yl)amino)-1-oxopropan-2-yl)-2,2-dimethylpiperazine-1-carbonyl)pyridine 1-oxide